3-(1,3-bis(7-methoxy-4,9-dihydro-3H-pyrido[3,4-b]indol-1-yl)propan-2-yl)-2-iodo-6-methoxyphenol COC1=CC=C2C3=C(NC2=C1)C(=NCC3)CC(CC3=NCCC1=C3NC3=CC(=CC=C13)OC)C=1C(=C(C(=CC1)OC)O)I